CC(CC(C)C1=CC=C(C=C1)O)(CC(C)(C1=CC=C(C=C1)O)C)C1=CC=C(C=C1)O 4,6-dimethyl-2,4,6-tri(4-hydroxyphenyl)-heptane